6-(Piperazin-1-yl)pyridazine-3-carbonitrile N1(CCNCC1)C1=CC=C(N=N1)C#N